C(C)C1=C(C=CC=C1)N1CC2(CC1)CC(C1=CC=CC=C12)O (2-ethylphenyl)-2,3-dihydrospiro[inden-1,3'-pyrrolidin]-3-ol